1,1-bis(4-trifluoromethyl-phenyl)silacyclobutane FC(C1=CC=C(C=C1)[Si]1(CCC1)C1=CC=C(C=C1)C(F)(F)F)(F)F